ClC1=C(C=NC=C1F)C(O)C1=CC=C(C=C1)OC1=C(C(=CC=C1)OCC)F (4-chloro-5-fluoropyridin-3-yl)(4-(2-fluoro-3-ethoxyphenoxy)phenyl)methanol